C1N(CCC2=CC=CC=C12)CC(=O)NC=1C=C(C(=NC1)C)NC(=O)C1=NN=C2N1C=CC(=C2)C=2C=NN(C2)C N-(5-(2-(3,4-dihydroisoquinolin-2(1H)-yl)acetamido)-2-methylpyridin-3-yl)-7-(1-methyl-1H-pyrazol-4-yl)-[1,2,4]triazolo[4,3-a]pyridine-3-carboxamide